ClC=1C=C(C=2N(N1)C(=NN2)C2CC2)NC=2N=NC(=CC2)OC 6-chloro-3-cyclopropyl-N-(6-methoxypyridazin-3-yl)-[1,2,4]triazolo[4,3-b]pyridazin-8-amine